7-chloro-1-(3-cyclopropyl-1,2,4-thiadiazol-5-yl)-6-fluoro-4-oxo-1,4-dihydro-1,8-naphthyridine-3-carboxylate ClC1=C(C=C2C(C(=CN(C2=N1)C1=NC(=NS1)C1CC1)C(=O)[O-])=O)F